6-(2-Hydroxy-2-methylpropyloxy)-4-(1'-(4-methoxybenzyl)-1',2',3',6'-tetrahydro-[2,4'-bipyridin]-5-yl)pyrazolo[1,5-a]pyridine-3-carbonitrile OC(COC=1C=C(C=2N(C1)N=CC2C#N)C=2C=CC(=NC2)C=2CCN(CC2)CC2=CC=C(C=C2)OC)(C)C